C1(=CC=CC=C1)N1C2=NC(=NC(=C2N=C1)C1=CC=NC=C1)C1=CC=NC=C1 9-phenyl-2,6-di(pyridin-4-yl)-9H-purine